N1N=NC=C1 1,2,3-tri-azole